N1(CCCCC1)NC(=O)C1=NN(C(=C1CC)C1=CC=C(C=C1)C#CCCCO)C1=C(C=C(C=C1)Cl)Cl 1-(2,4-Dichloro-phenyl)-4-ethyl-5-[4-(5-hydroxy-pent-1-ynyl)-phenyl]-1H-pyrazole-3-carboxylic acid piperidin-1-ylamide